N[C@H](C(=O)N1[C@@H]([C@H]2[C@H]3CC[C@@H]([C@H]2C1)C3)C(=O)N[C@H](C(=O)N)C[C@H]3C(NCC3)=O)C(C)(C)C (2S)-2-{[(1S,2S,3S,6R,7R)-4-[(2S)-2-amino-3,3-dimethylbutanoyl]-4-azatricyclo[5.2.1.0^{2,6}]decan-3-yl]formamido}-3-[(3S)-2-oxopyrrolidin-3-yl]propanamide